sodium pyrrolidine dithioformate C(=S)[S-].N1CCCC1.[Na+]